N-tert-butyl-O-[1-[4-(chloromethyl)phenyl]ethyl]-N-(2-methyl-1-phenylpropyl)hydroxylamine C(C)(C)(C)N(OC(C)C1=CC=C(C=C1)CCl)C(C(C)C)C1=CC=CC=C1